BrC=1C=C(C=C2CCCCC12)O 8-bromotetralin-6-ol